ClCC=1C(=C(C(=C(C1C)CCl)C)O)C 3,5-bis(chloromethyl)-2,4,6-trimethylphenol